C1=CC=CC=2S(C3=CC=CC=C3NC12)=O phenothiazine-5-oxide